FC=1C=C(C=C(C1N)F)C1=CC=C(C=C1)I 3,5-difluoro-4-amino-4'-iodobiphenyl